N-benzyl-hydroxylamine C(C1=CC=CC=C1)NO